C1(=CC=CC=C1)CCC(C(=O)O)C(C)C.CC(CC(=O)OCCC1=CC=CC=C1)C 2-phenylethyl 3-methylbutanoate (PHENYL ETHYL ISOVALERATE)